6-bromo-7-methoxy-3-nitroquinolin-4(1H)-one BrC=1C=C2C(C(=CNC2=CC1OC)[N+](=O)[O-])=O